C1(CC1)CC1=NN=C2N1C=CC(=C2C(F)(F)F)C2=CC(=NO2)C(=O)NCC 5-(3-(cyclopropylmethyl)-8-(trifluoromethyl)-[1,2,4]triazolo[4,3-a]pyridin-7-yl)-N-ethylisoxazole-3-carboxamide